1-naphthyl-1,3-heptanedione C1(=CC=CC2=CC=CC=C12)C(CC(CCCC)=O)=O